3-[4-[5-(azetidin-3-yloxy)pyrimidin-2-yl]-5-cyclopropyl-isoxazol-3-yl]-1-tert-butyl-pyrazolo[3,4-d]pyrimidin-4-amine N1CC(C1)OC=1C=NC(=NC1)C=1C(=NOC1C1CC1)C1=NN(C2=NC=NC(=C21)N)C(C)(C)C